4-((3-hydroxy-3-methylbutyl)amino)pyrido[3,4-d]pyridazin OC(CCNC=1N=NC=C2C1C=NC=C2)(C)C